ethyl (4R,5S)-5-(3,4-difluoro-2-methoxyphenyl)-2,2-bis(trifluoromethyl)-1,3-dioxolane-4-carboxylate FC=1C(=C(C=CC1F)[C@H]1[C@@H](OC(O1)(C(F)(F)F)C(F)(F)F)C(=O)OCC)OC